C(C)OC1=CC(=NC=C1C#N)[C@H](C)N1C(C2=CC(=CC(=C2CC1)CN1C[C@@H](CC1)F)CN1C(=NC=C1)NC)=O 4-ethoxy-6-((S)-1-(5-(((R)-3-fluoropyrrolidin-1-yl)methyl)-7-((2-(methylamino)-1H-imidazol-1-yl)methyl)-1-oxo-3,4-dihydroisoquinolin-2(1H)-yl)ethyl)nicotinonitrile